ClC1=C(NC=2NSC=3C2N=CC(N3)=NC(C(=O)O)C(C)O)C=CC=C1C1=CC3=C(OCCO3)C=C1 2-((3-(2-chloro-3-(1,4-benzodioxan-6-yl)anilino)isothiazolo[4,5-b]pyrazin-6-ylidene)amino)-3-hydroxybutyric acid